FC1=C(C=CC(=C1)OC)[C@H]1[C@@H](C1)C=1C=NC(=NC1)C1=NC=CC=N1 trans-5-(2-(2-fluoro-4-methoxyphenyl)cyclopropyl)-2,2'-bipyrimidine